1-(1',4-dimethyl-1-phenyl-1h,1'h-[3,4'-bipyrazole]-5-yl)-3-((3s,4r)-4-(fluorophenyl)-1-(2-methoxyethyl)pyrrolidin-3-yl)urea CN1N=CC(=C1)C1=NN(C(=C1C)NC(=O)N[C@@H]1CN(C[C@H]1C1=C(C=CC=C1)F)CCOC)C1=CC=CC=C1